C(#N)C(CN1N=CC(=C1)C=1C=CC(=NC1C1=CC=2N(C=C1)C=CN2)C#N)(C)C 5-[1-(2-cyano-2-methylpropyl)-1H-pyrazol-4-yl]-6-imidazo[1,2-a]pyridin-7-ylpyridine-2-carbonitrile